N-(6-fluoropyridin-2-yl)-N-(4-methoxybenzyl)-4-methylpyridine-2-sulfonamide FC1=CC=CC(=N1)N(S(=O)(=O)C1=NC=CC(=C1)C)CC1=CC=C(C=C1)OC